CS(=O)(=O)N1CCN(CC1)CC1=CC=C(C(=O)O)C=C1 4-((4-(methylsulfonyl)piperazin-1-yl)methyl)benzoic acid